((1r,4r)-4-((4-(6-((5-fluoro-4-(7'-fluoro-2'-methylspiro[cyclopentane-1,3'-indol]-5'-yl)pyrimidin-2-yl)amino)pyridin-3-yl)piperidin-1-yl)methyl)cyclohexyl)methanol FC=1C(=NC(=NC1)NC1=CC=C(C=N1)C1CCN(CC1)CC1CCC(CC1)CO)C=1C=C2C3(C(=NC2=C(C1)F)C)CCCC3